CC1=CC=NC=C1C(C(F)(F)F)(F)F 4-methyl-5-(perfluoroethyl)pyridine